C1(=CC=CC=C1)NC1=CC=CC=2C(C3=CC=CC=C3C(C12)=O)=O 1-(phenylamino)anthracene-9,10-dione